C(C=C)(=O)N[C@@H](COC(C)(C)C)C(=O)OC methyl N-acryloyl-O-(tert-butyl)-L-serinate